4-((2R,3R)-3-((3,5-bis(trifluoromethyl)benzyl)oxy)piperidin-2-yl)phenol FC(C=1C=C(CO[C@H]2[C@H](NCCC2)C2=CC=C(C=C2)O)C=C(C1)C(F)(F)F)(F)F